C(C1=CC=CC=C1)OC1=CC=C(C=C1)N=C=O 4-(benzyloxy)phenyl isocyanate